1,4-bis(2-hydroxy-2-ethyl)benzene OC(C)C1=CC=C(C=C1)C(C)O